N,N-dimethyl-1-nonanamine CN(CCCCCCCCC)C